(1R*,2S*,4R*,6R*)-2-(4-bromophenyl)-6-((2-fluoro-4-(trifluoromethyl)phenyl)carbamoyl)-4-(((S)-tetrahydrofuran-3-yl)methoxy)cyclohexane-1-carboxylic acid BrC1=CC=C(C=C1)[C@@H]1[C@H]([C@@H](C[C@@H](C1)OC[C@@H]1COCC1)C(NC1=C(C=C(C=C1)C(F)(F)F)F)=O)C(=O)O |o1:7,8,9,11|